NC1=NC2=C(C=3N1N=C(N3)C3=NC=CC=C3)C(=C(N2CCN2CCN(CC2)C2=CC=C(C=C2)OCC(=O)OC)C(=O)O)Cl 5-amino-9-chloro-7-(2-(4-(4-(2-methoxy-2-oxoethoxy)phenyl)piperazin-1-yl)ethyl)-2-(pyridin-2-yl)-7H-pyrrolo[3,2-e][1,2,4]triazolo[1,5-c]pyrimidine-8-carboxylic acid